(3-amino-4-fluorophenyl)boric acid NC=1C=C(C=CC1F)OB(O)O